C(C)N1N=C(C2=CC=CC=C2C1=O)C1=CC=C(CNC(OC(C)(C)C)=O)C=C1 tert-butyl (4-(3-ethyl-4-oxo-3,4-dihydrophthalazin-1-yl)benzyl)carbamate